C(C)(C)(C)OC(=O)N[C@@H]([C@H](O[C@H](C(F)(F)F)C)C)C(=O)O N-(tert-butoxycarbonyl)-O-((S)-1,1,1-trifluoropropan-2-yl)-L-threonine